3-methoxypropoxy-4-methylsulfuryl-benzoyl chloride COCCCOC1=C(C(=O)Cl)C=CC(=C1)S(=O)(=O)C